O.P(=O)([O-])([O-])O.[Ca+2] Monocalcium phosphate hydrate